2-chloro-4,6-di(methylthio)-1,3,5-triazine ClC1=NC(=NC(=N1)SC)SC